ClC1=C(NC2=C(NC3=C2C(NCC3)=O)C3=C(C=NC=C3)OCC3OCCOC3)C=CC=C1Cl 3-(2,3-Dichloroanilino)-2-{3-[(1,4-dioxan-2-yl)methoxy]pyridin-4-yl}-1,5,6,7-tetrahydro-4H-pyrrolo[3,2-c]pyridin-4-one